BrC1=C(C=CC=C1)C=1CC2=CC=CC=C2C1 2-(2-Bromophenyl)-1H-indene